ClC1=CC=C(CNC(=O)NC2CC3(C2)CC(C3)CN3CC(N(CC3)C)=O)C=C1 1-(4-chlorobenzyl)-3-(6-((4-methyl-3-oxopiperazin-1-yl)methyl)spiro[3.3]Hept-2-yl)urea